CN1C(=CC=C1)/C=C/C(=O)OCC Ethyl (2E)-3-(1-methyl-1H-pyrrol-2-yl)prop-2-enoate